C(#N)C1=CC(=C(C=C1)N1CC(N(C2(CC(C2)C(=O)NC2CC(C2)O)C1=O)CC1=CC=C(C=C1)C(F)(F)F)=O)F (2r,4R)-8-(4-cyano-2-fluorophenyl)-N-((1r,3R)-3-hydroxycyclobutyl)-6,9-dioxo-5-(4-(trifluoromethyl)benzyl)-5,8-diazaspiro[3.5]nonane-2-carboxamide